Cl.COC1=C(SC=C1)CN(C)CC[C@]1(CCOC2(CCCC2)C1)C1=NC=CC=C1 (R)-N-((3-methoxythiophen-2-yl)methyl)-N-methyl-2-(9-(pyridine-2-yl)-6-oxaspiro[4.5]dec-9-yl)ethylamine hydrochloride